CN1C(=NC2=C1C=CC(=C2)C(=O)NC=2C=NN(C2)C)NC=2OC1=C(N2)C=CC(=C1)OC(F)(F)F 1-methyl-N-(1-methyl-1H-pyrazol-4-yl)-2-((6-(trifluoromethoxy)benzo[d]oxazol-2-yl)amino)-1H-benzo[d]imidazole-5-carboxamide